N1N=NN=C1C1=CC=C(CNC2=C(C=CC=C2)/C=C/C(=O)NO)C=C1 (E)-3-(2-((4-(1H-tetrazol-5-yl)benzyl)amino)phenyl)-N-hydroxyacrylamide